methyl 4H,5H,6H,7H-thieno[2,3-c]pyridine-2-carboxylate hydrochloride Cl.S1C(=CC2=C1CNCC2)C(=O)OC